CC=1C=C(C=CC1)C=1OC(=CC1)C1=CC=CC=C1 2-(3-methylphenyl)-5-phenylfuran